acetic acid (Z)-hex-3-en-1-yl-butyrate C(C\C=C/CC)OC(CCC)=O.C(C)(=O)O